[Cl-].CN(CC=C)CC=C N-methyldiallyl-amine chloride